N-cyclopropyl-2-(difluoromethoxy)-6-methoxy-4-[7-[(1-methylimidazol-4-yl)methoxy]imidazo[1,2-a]pyridin-3-yl]benzamide C1(CC1)NC(C1=C(C=C(C=C1OC)C1=CN=C2N1C=CC(=C2)OCC=2N=CN(C2)C)OC(F)F)=O